C(N)(O)=O.CNS(=O)(=O)C=1SC(=C(C1C1=CC(=C(C=C1)CN1C(=NC=C1)Cl)F)C)CC(C)C methyl-(3-(4-((2-chloro-1H-imidazol-1-yl)methyl)-3-fluorophenyl)-5-isobutyl-4-methylthiophene-2-yl)sulphonamide carbamate